N1C(C=CC1=O)=O 1H-PYRROLE-2,5-DIONE